C(C)(=O)OCC=1C(=NC=CC1C1=CN(C(C(=C1)NC1=NC=NC=C1)=O)C)N1C(C=2N(C=3CCCCC3C2)CC1)=O (4-(1-Methyl-6-oxo-5-(pyrimidin-4-ylamino)-1,6-dihydropyridin-3-yl)-2-(1-oxo-3,4,6,7,8,9-hexahydropyrazino[1,2-a]indol-2(1H)-yl)pyridin-3-yl)methyl Acetate